C1(CC1)C1=NC(=CC(=C1)C1=CC(=C2C(=N1)N=C(N2)NC(=O)C2=CC=C(C=N2)CCCC(=O)OCC)N(C)CC(COC)(C)C)C(F)(F)F Ethyl 4-[6-({5-[2-cyclopropyl-6-(trifluoromethyl)pyridin-4-yl]-7-[(3-methoxy-2,2-dimethylpropyl)(methyl)amino]-1H-imidazo[4,5-b]pyridin-2-yl}carbamoyl)pyridin-3-yl]butanoate